C(#N)C1(CC(C1)N1N=CC(=C1)C=1N=C(C=2N(C1)N=CC2F)N2C([C@]([C@@H](C2)C)(C#N)C2CC2)=O)C (3R,4S)-1-(6-(1-((1s,3S)-3-cyano-3-methylcyclobutyl)-1H-pyrazol-4-yl)-3-fluoropyrazolo[1,5-a]pyrazin-4-yl)-3-cyclopropyl-4-methyl-2-oxopyrrolidine-3-carbonitrile